1-(allyloxy)-2-methyl-1-oxopropan-2-yl-2-chloro-5-[4-(1,1-difluoroethyl)-3-methyl-2,6-dioxo-3,6-dihydropyrimidin-1(2H)-yl]-4-fluorobenzoate C(C=C)OC(C(C)(C)OC(C1=C(C=C(C(=C1)N1C(N(C(=CC1=O)C(C)(F)F)C)=O)F)Cl)=O)=O